tri-ethyl-gallium C(C)[Ga](CC)CC